CC(=O)C1=CC=CC(=C1)C2=CC(=CC=C2)C3=NN(C=C3)CCN4CCOCC4 The molecule is a member of the class of pyrazoles 1-[2-(morpholin-4-yl)ethyl]pyrazole carrying an additional 3'-acetyl-1,1'-biphenyl-3-yl group at position 3. An antagonist at LRH-1. It has a role as a LRH-1 antagonist. It is a member of pyrazoles, a member of morpholines, a methyl ketone, a ring assembly and an aromatic ketone.